4-amino-N,3-dimethyl-N-(2-(1-methyl-1H-pyrazol-4-yl)-4,5,6,7-tetrahydrobenzo[b]thiophen-4-yl)-1,3-dihydrofuro[3,4-c]quinoline-8-carboxamide NC1=NC=2C=CC(=CC2C2=C1C(OC2)C)C(=O)N(C2CCCC=1SC(=CC12)C=1C=NN(C1)C)C